COCC1=NN(C(=C1)[N+](=O)[O-])COCC[Si](C)(C)C 3-(methoxymethyl)-5-nitro-1-((2-(trimethylsilyl)ethoxy)methyl)-1H-pyrazole